N-[[3-[2-[[6-[2,6-difluoro-3-[[(3R)-3-fluoropyrrolidin-1-yl]sulfonylamino]phenyl]-8-methyl-7-oxopyrido[2,3-d]pyrimidin-2-yl]amino]ethyl]phenyl]methyl]acetamide FC1=C(C(=CC=C1NS(=O)(=O)N1C[C@@H](CC1)F)F)C1=CC2=C(N=C(N=C2)NCCC=2C=C(C=CC2)CNC(C)=O)N(C1=O)C